(2-Fluoro-5-(1-(4-fluorophenyl)-1H-pyrazol-4-yl)phenyl)methanamine, hydrochloride salt Cl.FC1=C(C=C(C=C1)C=1C=NN(C1)C1=CC=C(C=C1)F)CN